rel-tert-butyl-N-{(6S,7S,9aS)-6-[[3-(3-fluorophenyl)-phenyl]methyl]-3-methyl-4-oxo-1,6,7,8,9,9a-hexahydropyrido[2,1-c][1,4]oxazin-7-yl}carbamate C(C)(C)(C)OC(N[C@H]1CC[C@H]2CO[C@@H](C(N2[C@H]1CC1=CC(=CC=C1)C1=CC(=CC=C1)F)=O)C)=O |o1:13|